3-(3-bromo-5-methoxyphenyl)propionic acid BrC=1C=C(C=C(C1)OC)CCC(=O)O